C(CCCCCCCCCCCCCCCCC)C(C1=CC(=C(C(=C1)C(C)(C)C)O)C(C)(C)C)(P([O-])([O-])=O)CCCCCCCCCCCCCCCCCC di-octadecyl-3,5-di-tert-butyl-4-hydroxybenzylphosphonate